4,4'-diamino-2,2'-difluorobiphenyl NC1=CC(=C(C=C1)C1=C(C=C(C=C1)N)F)F